CN(CC(=O)NC1=CC=CC=2N(C(NC21)=O)C2CCC(CC2)C(=O)NC2=CC(=C(C=C2)C)OC)C 4-{4-[2-(dimethylamino)acetamido]-2-oxo-2,3-dihydro-1H-1,3-benzodiazol-1-yl}-N-(3-methoxy-4-methylphenyl)cyclohexane-1-carboxamide